3-(3-formylphenyl)-3-hydroxyazetidine-1-carboxylic acid tert-butyl ester C(C)(C)(C)OC(=O)N1CC(C1)(O)C1=CC(=CC=C1)C=O